C(C)(C)(C)OC(=O)NCC(=O)O 2-(t-Butoxycarbonylamino)acetic acid